O.C(C)P(=O)=C(O)C[N+](C)(C)C ethyl-phosphoryl-choline hydrate